C1(NCCC2NC=3C=CC=CC3C21)C(=O)C2NCCC1NC=3C=CC=CC3C12 HEXAHYDROPYRIDO[4,3-B]INDOLYL KETONE